2-((4-((4-(tert-butyl)phenyl)amino)cyclohexyl)oxy)-N,N-dimethylacetamide C(C)(C)(C)C1=CC=C(C=C1)NC1CCC(CC1)OCC(=O)N(C)C